(R)-ethyl 2-(2-((6-(1-aminoisoquinolin-5-yl)-2,3-dihydro-1H-inden-1-yl)oxy)-6-cyanophenyl)acetate NC1=NC=CC2=C(C=CC=C12)C1=CC=C2CC[C@H](C2=C1)OC1=C(C(=CC=C1)C#N)CC(=O)OCC